OC1CC2CN(C2C1)C(=O)OC(C)(C)C tert-butyl 3-hydroxy-6-azabicyclo[3.2.0]heptane-6-carboxylate